NC1=NC=CC(=C1)C=1C2=C(N=C(N1)NC1=C(C=C3CCN(CC3=C1)C)OC)NC=C2 N-(4-(2-aminopyridin-4-yl)-7H-pyrrolo[2,3-d]pyrimidin-2-yl)-6-methoxy-2-methyl-1,2,3,4-tetrahydroisoquinolin-7-amine